CC1=C(C=C(C=C1)C1=NN(C=C1CC1=CC=C(C=C1)S(N)(=O)=O)C=1SC=C(N1)C(=O)O)C=1C=NC=CC1 2-(3-(4-methyl-3-(pyridin-3-yl)phenyl)-4-(4-sulfamoylbenzyl)-1H-pyrazol-1-yl)thiazole-4-carboxylic acid